N-hydroxyheptylsuccinimide acrylate C(C=C)(=O)O.OCCCCCCCN1C(CCC1=O)=O